N-(3-(5-(2-((2,2-dioxido-2-thiaspiro[3.3]heptan-6-yl)amino)pyrimidin-4-yl)-2-(8-methyl-3,8-diazabicyclo[3.2.1]octan-3-yl)thiazol-4-yl)-2-fluorophenyl)-2,6-difluorobenzenesulfonamide O=S1(CC2(C1)CC(C2)NC2=NC=CC(=N2)C2=C(N=C(S2)N2CC1CCC(C2)N1C)C=1C(=C(C=CC1)NS(=O)(=O)C1=C(C=CC=C1F)F)F)=O